[4-(difluoromethoxy)phenyl]acetamide FC(OC1=CC=C(C=C1)CC(=O)N)F